(R)-1-((R)-3-amino-1-(4-((6-amino-9H-purin-9-yl)methyl)-6-(2,4,5-trifluorophenyl)pyridin-3-yl)piperidin-3-yl)-2,2-difluoroethan-1-ol N[C@]1(CN(CCC1)C=1C=NC(=CC1CN1C2=NC=NC(=C2N=C1)N)C1=C(C=C(C(=C1)F)F)F)[C@H](C(F)F)O